methyl 2-isopropyl-3-methyl-imidazo[4,5-b]pyrazine-5-carboxylate C(C)(C)C=1N(C=2C(=NC=C(N2)C(=O)OC)N1)C